IC=1OC(=C(N1)C(=O)O)C(F)(F)F 2-iodo-5-(trifluoromethyl)-1,3-oxazole-4-carboxylic acid